C(C)(C)(C)OC(CC(C[C@H](CCl)O)=O)=O (5R)-6-chloro-5-hydroxy-3-oxo-hexanoic acid tert-butyl ester